N-(4-bromo-2-fluoro-5-methylphenyl)-4-(2-hydroxyethyl)-1-methyl-1H-pyrazole-5-carboxamide BrC1=CC(=C(C=C1C)NC(=O)C1=C(C=NN1C)CCO)F